3-(4-methyl-3-(imidazo[4,5-d]pyrrolo[2,3-b]pyridin-1(6H)-yl)imidazolin-1-yl)-3-oxopropanenitrile CC1N(CN(C1)C(CC#N)=O)N1C=NC=2C1=C1C(=NC2)NC=C1